7-(((2R)-1-(8-oxa-3-azabicyclo[3.2.1]oct-3-yl)-1-carbonylpropan-2-yl)oxy)-4-(2-chloro-4-fluorophenyl)-2H-chromen-2-one C12CN(CC(CC1)O2)C([C@@H](C)OC2=CC=C1C(=CC(OC1=C2)=O)C2=C(C=C(C=C2)F)Cl)=C=O